C1(\C=C\CCCCC1)NC(=O)[O-] trans-cyclooct-2-en-1-carbamate